3-butenylmethyldimethoxysilane C(CC=C)[Si](OC)(OC)C